4-hydroxycyclobut-2-enone OC1C=CC1=O